BrC=1C=C2C=C3C([NH2+]C(NC3=O)=O)OC2=C(C1)Br 7,9-dibromo-2,4-dioxo-1,2,3,4-tetrahydrochromeno[2,3-d]-pyrimidinium